C(CCCCCCCCCCCCCCC)(=O)OCCC(CCC(=CC)CC)C 6-ethyl-3-methyloct-6-en-1-yl palmitate